(4S,5S)-4,5-dimethyl-1,3,2-dioxathiolane-2-Oxide C[C@@H]1OS(O[C@H]1C)=O